C(C)(=O)C1=CC(=C(COC2=CC=CC(=N2)C2CCN(CC2)CC2=NC3=C(N2C[C@H]2OCC2)C=C(C=C3)C(=O)O)C=C1)C(F)(F)F (S)-2-((4-(6-((4-Acetyl-2-(trifluoromethyl)benzyl)oxy)pyridin-2-yl)piperidin-1-yl)methyl)-1-(oxetan-2-ylmethyl)-1H-benzo[d]imidazole-6-carboxylic acid